C(C(=C)C)(=O)OCCSCCSCCOC(C(=C)C)=O 1,2-bis(methacryloyloxyethylthio)ethane